N[C@H]1CN(CCCC1)C(=O)OC(C)(C)C (R)-tert-butyl 3-aminoazepane-1-carboxylate